5,6-bis(mercaptoethylthio)-1,10-dimercapto-3,8-dithiadecane SCCSC(CSCCS)C(CSCCS)SCCS